ClC1=C(C=CC(=C1)Cl)C1=NC=NC=C1C=1NC=C(N1)C 4-(2,4-dichlorophenyl)-5-(4-methyl-1H-imidazol-2-yl)pyrimidin